The molecule is the flavonoid oxoanion formed by deprotonation of the 7-hydroxy function of wogonin. Major structure at pH 7.3. It is a conjugate base of a wogonin. COC1=C2C(=C(C=C1O)[O-])C(=O)C=C(O2)C3=CC=CC=C3